C1(CCCCC1)C[C@H](C(=O)N1CC([C@](CC1)(O)CN1C=C(C(=CC1=O)C1=C(C=CC=C1)F)C(=O)OCC)(C)C)C ethyl 1-(((S)-1-((R)-3-cyclohexyl-2-methylpropanoyl)-4-hydroxy-3,3-dimethylpiperidin-4-yl) methyl)-4-(2-fluorophenyl)-6-oxo-1,6-dihydropyridine-3-carboxylate